CC=1C=C(C=CC1)C1(CC1)NC(C(C)(C)C)=O N-(1-(3-methylphenyl)cyclopropyl)pivalamide